3-chloro-4-[(3,5-difluoropyridin-2-yl)methoxy]-2'-[2-(2-hydroxypropan-2-yl)pyridin-4-yl]-5',6-dimethyl-[1,4'-bipyridin]-2-one ClC=1C(N(C(=CC1OCC1=NC=C(C=C1F)F)C)C1=CC(=NC=C1C)C1=CC(=NC=C1)C(C)(C)O)=O